C(C)(C)(C)OC(=O)NC(C(=O)OC)=CC1CCC=2C=CC=NC2C1 methyl 2-(tert-butoxycarbonylamino)-3-(5,6,7,8-tetrahydroquinolin-7-yl)prop-2-enoate